BrC=1C=C2C(=NC=NN2C1)N1CCC(=CC1)C1=NC=C(C=N1)C(=N[S@@](=O)C(C)(C)C)C1=C(C=C(C=C1)F)F (S)-N-((2-(1-(6-bromopyrrolo[2,1-f][1,2,4]triazin-4-yl)-1,2,3,6-tetrahydropyridin-4-yl)pyrimidin-5-yl)(2,4-difluorophenyl)methylene)-2-methylpropane-2-sulfinamide